Bibenzol C1(=CC=CC=C1)C1=CC=CC=C1